C(#C)C1=CC=C(CN(C=2SC3=NC=CC=C3N2)CCC2=CC=C(C=C2)OC)C=C1 N-(4-ethynylbenzyl)-N-(4-methoxyphenethyl)thiazolo[5,4-b]pyridin-2-amine